O=C1NC(CCC1NC=1C=C(C=CC1)C1CCN(CC1)C(=O)OC(C)(C)C)=O tert-butyl 4-(3-((2,6-dioxopiperidin-3-yl)amino)phenyl)piperidine-1-carboxylate